N-(2-((2R,4R)-1-(2-(3-acetyl-5-(2-methylpyrimidin-5-yl)-1H-indol-1-yl)acetyl)-4-fluoropyrrolidin-2-yl)ethyl)benzenesulfonamide C(C)(=O)C1=CN(C2=CC=C(C=C12)C=1C=NC(=NC1)C)CC(=O)N1[C@@H](C[C@H](C1)F)CCNS(=O)(=O)C1=CC=CC=C1